8-Methoxy-6-methylphenanthridine COC1=CC2=C(N=C3C=CC=CC3=C2C=C1)C